dimethylbenzenesulfonamide CC=1C(=C(C=CC1)S(=O)(=O)N)C